CC1=CC=C(O1)C1=NC=CC=2N1N=C(N2)C2COC2 5-(5-methylfuran-2-yl)-2-(oxetan-3-yl)-[1,2,4]triazolo[1,5-c]pyrimidin